N[C@@H](CCCCN)C(=O)O anti-lysin